C1CC12N(CCC2)CCNC(=O)C=2C=C(C(=NC2)C)C=2N1C(SC2C=2C=NN(C2)C)=C(C=N1)C(=O)N (5-((2-(4-azaspiro[2.4]hept-4-yl)ethyl)carbamoyl)-2-methylpyridin-3-yl)-2-(1-methyl-1H-pyrazol-4-yl)pyrazolo[5,1-b]thiazole-7-carboxamide